2-(1-cyclopropylpyrazol-4-yl)thiazinan 1,1-dioxide C1(CC1)N1N=CC(=C1)N1S(CCCC1)(=O)=O